C(#N)C=1C=C(C=CC1F)NC(=O)N1CC=2C(=NN3C2C(CC[C@@H](C3)F)(F)F)CC1 (S)-N-(3-Cyano-4-fluorophenyl)-8,11,11-trifluoro-3,4,8,9,10,11-hexahydro-1H-pyrido[4',3':3,4]pyrazolo[1,5-a]azepine-2(7H)-carboxamide